CN=S(=O)(C)C1=C(N[C@H](C)C=2C=C(C=C3C(N(C(=NC23)N2CCOCC2)C)=O)C)C=CC=C1 8-[(1R)-1-[2-(N,S-dimethylsulfonimidoyl)anilino]ethyl]-3,6-dimethyl-2-morpholino-quinazolin-4-one